FC1=C(CNC(=O)C=2C(C(=C3N(N4[C@@H](CC([C@@H](N(C3=O)C4)C)(F)F)C)C2)O)=O)C=CC(=C1)F (1S,2R,5S)-N-(2,4-difluorobenzyl)-4,4-difluoro-8-hydroxy-2,5-dimethyl-7,9-dioxo-2,3,4,5,7,9-hexahydro-1,6-methanopyrido[1,2-b][1,2,5]triazonine-10-carboxamide